BrCC1=CC=C(C=C1)C1(NN=CC=C1)C(F)(F)F 3-[4-(bromomethyl)phenyl]-3-(trifluoromethyl)-3H-diazine